7-((2s,5r)-4-(2,2-difluoro-1-(quinoxalin-6-yl)ethyl)-2,5-dimethylpiperazin-1-yl)-4-methyl-2,4-dihydro-5H-pyrazolo[4,3-b]pyridin-5-one FC(C(C=1C=C2N=CC=NC2=CC1)N1C[C@@H](N(C[C@H]1C)C=1C=2C(N(C(C1)=O)C)=CNN2)C)F